CCC=CCCCC(CC)C(=O)OC(C)(C)C Tert-butyl dec-3-ene-8-carboxylate